COCCC=1S(C=CC1)CC1CCN(CC1)C 2-(2-methoxyethyl)-1-[(1-methylhexahydropyridin-4-yl)methyl]thiophene